N-methyl-1,3-propylenediamine CNCCCN